ClC1=C2C=NN(C2=C(C=C1)C(=O)NC1CC2(CC(C2)(C(=O)O)F)C1)CC1=CC=C(C=C1)C1=CC(=NC=C1)C(NC)=O 6-(4-chloro-1-(4-(2-(methylcarbamoyl)pyridin-4-yl)benzyl)-1H-indazole-7-carboxamido)-2-fluoro-spiro[3.3]heptane-2-carboxylic acid